4,5-dimethylphenanthrene CC1=CC=CC=2C=CC3=CC=CC(=C3C12)C